mercaptotin S[Sn]